N-((2S,3R,4R,5S,6R)-4,5-dihydroxy-6-(hydroxymethyl)-2-isopropyltetrahydro-2H-pyran-3-yl)pivaloamide O[C@@H]1[C@H]([C@@H](O[C@@H]([C@H]1O)CO)C(C)C)NC(C(C)(C)C)=O